2-((6-((5-chloro-2-(3-(2-(dimethylamino)ethyl)-4,4-difluoro-5-methyl-piperidin-1-yl)pyrimidin-4-yl)amino)-1-methyl-2-oxo-1,2-dihydroquinolin-3-yl)oxy)-N-methylacetamide ClC=1C(=NC(=NC1)N1CC(C(C(C1)C)(F)F)CCN(C)C)NC=1C=C2C=C(C(N(C2=CC1)C)=O)OCC(=O)NC